CC1CNCC(N1)CN(C(OC(C)(C)C)=O)S(=O)(=O)C tert-butyl ((6-methylpiperazin-2-yl)methyl)(methylsulfonyl)carbamate